(3R)-3-methyl-4-(7-(3-methyl-1-(tetrahydro-2H-pyran-2-yl)-1H-pyrazol-5-yl)-4-(2-(methylsulfonyl)propan-2-yl)imidazo[1,5-b]pyridazin-2-yl)morpholine C[C@H]1N(CCOC1)C=1C=C(C=2N(N1)C(=NC2)C2=CC(=NN2C2OCCCC2)C)C(C)(C)S(=O)(=O)C